3,4-Dichloro-5-methyl-N-(2-(2-methylmorpholino)-4-(5-oxo-4,5-dihydro-1,3,4-oxadiazol-2-yl)phenyl)-1H-pyrrole-2-carboxamide ClC1=C(NC(=C1Cl)C)C(=O)NC1=C(C=C(C=C1)C=1OC(NN1)=O)N1CC(OCC1)C